NC(CCN(NC([C@H](CC1CCCCC1)NC(=O)C=1NC2=CC=CC=C2C1)=O)C(CF)=O)=O N-[(1S)-2-[2-(3-amino-3-oxo-propyl)-2-(2-fluoroacetyl)hydrazino]-1-(cyclohexylmethyl)-2-oxo-ethyl]-1H-indole-2-carboxamide